3-(2-(diisopropylamino) ethyl)-1H-indol-4-yl propionate C(CC)(=O)OC1=C2C(=CNC2=CC=C1)CCN(C(C)C)C(C)C